3-(5-(4-((4-fluoropiperidin-1-yl)methyl)-1H-pyrrolo[2,3-b]pyridin-6-yl)-1-oxoisoindolin-2-yl)piperidine-2,6-dione FC1CCN(CC1)CC1=C2C(=NC(=C1)C=1C=C3CN(C(C3=CC1)=O)C1C(NC(CC1)=O)=O)NC=C2